17-heptyl-7-(4-hydroxybutyl)-15,15-dimethyl-14,16-dioxa-18-thia-7-aza-15-silahexacosyl-2-hexyldecanoate C(CCCCCC)C(O[Si](OCCCCCCN(CCCCCCOC(C(CCCCCCCC)CCCCCC)=O)CCCCO)(C)C)SCCCCCCCC